N1,N1-dimethyl-N4-(6-(piperidin-1-yl)quinolin-5-yl)benzene-1,4-disulfonamide CN(S(=O)(=O)C1=CC=C(C=C1)S(=O)(=O)NC1=C2C=CC=NC2=CC=C1N1CCCCC1)C